2-((2-(4-(2-(3,4-dimethoxyphenyl)-3-isopropyl-1H-indol-5-yl)piperidin-1-yl)-2-oxoethyl)amino)acetamide COC=1C=C(C=CC1OC)C=1NC2=CC=C(C=C2C1C(C)C)C1CCN(CC1)C(CNCC(=O)N)=O